(2s,3s,4s)-5-chloro-6-fluoro-2-(((((trans)-4-hydroxycyclohexyl)amino)methyl)-3-methoxy-2-phenyl-2,3-dihydrobenzofuran-4-yl)-4-(difluoromethoxy)-3-fluorobenzamide ClC=1C(=C(C(=C(C(=O)N)C1F)C1=CC=CC2=C1[C@@H]([C@](O2)(C2=CC=CC=C2)CN[C@@H]2CC[C@H](CC2)O)OC)F)OC(F)F